C(C)(C)(C)OC(=O)N1CCN(CC1)C=1C=C2C(=CC(=NC2=CC1)CC)N(C)C=1SC(=C(N1)C1=CC=C(C=C1)F)C#N 4-(4-((5-cyano-4-(4-fluorophenyl)thiazol-2-yl)(methyl)amino)-2-ethylquinolin-6-yl)piperazine-1-carboxylic acid tert-butyl ester